ClC=1C=C(CNC(CN2C(N(CC2)C2=CC(=C(C=C2)N2CCOCC2)F)=O)=O)C=CC1 N-(3-chlorobenzyl)-2-(3-(3-fluoro-4-morpholinophenyl)-2-oxoimidazolin-1-yl)acetamide